8-benzyl-12-propyl-4-oxa-8,12-diazadispiro[2.1.5.3]tridecan-13-one C(C1=CC=CC=C1)N1CCC2(OC3(CC3)C(N(C2)CCC)=O)CC1